NOCCCCON 1,4-diaminooxy-butane